(R)-6-cyano-N-(2-fluoro-3-hydroxy-3-methylbutyl)-4-(isopropylamino)-9H-pyrido[2,3-b]indole-3-carboxamide C(#N)C=1C=C2C3=C(NC2=CC1)N=CC(=C3NC(C)C)C(=O)NC[C@H](C(C)(C)O)F